trans-3-(4-(2-(((1r,4r)-4-aminocyclohexyl)amino)-5-fluoropyrimidin-4-yl)pyridin-2-yl)oxazolidin-2-one N[C@@H]1CC[C@H](CC1)NC1=NC=C(C(=N1)C1=CC(=NC=C1)N1C(OCC1)=O)F